BrC1=CC=C(C=C1)C(=O)C=1C(=C(N2C=CC=CC12)C(=O)OCC)F ethyl 1-[(4-bromophenyl) carbonyl]-2-fluoroindolizine-3-carboxylate